5-chloro-N-(3-(2,4-difluorophenyl)-1-(2-methoxypyridin-4-yl)-1-oxopropan-2-yl)-1H-indole-2-carboxamide ClC=1C=C2C=C(NC2=CC1)C(=O)NC(C(=O)C1=CC(=NC=C1)OC)CC1=C(C=C(C=C1)F)F